tert-butyl 3-[2-[[1-[(dimethylamino) methyl] cyclopropyl] methoxy]-8-fluoro-7-[3-(methoxymethoxy)-1-naphthyl]-6-vinyl-quinazolin-4-yl]-3,8-diazabicyclo[3.2.1]octane-8-carboxylate CN(C)CC1(CC1)COC1=NC2=C(C(=C(C=C2C(=N1)N1CC2CCC(C1)N2C(=O)OC(C)(C)C)C=C)C2=CC(=CC1=CC=CC=C21)OCOC)F